COC=1C=C(C=CC1OC)C=1NC2=CC=C(C=C2C1C(C)C)C1CCN(CC1)C(CN1C[C@@H](CCC1)C(=O)N(C)C(C)C)=O (R)-1-(2-(4-(2-(3,4-dimethoxyphenyl)-3-isopropyl-1H-indol-5-yl)piperidin-1-yl)-2-oxoethyl)-N-isopropyl-N-methylpiperidine-3-carboxamide